OCC1=NC=C(C(=C1)O)I 2-(hydroxymethyl)-5-iodopyridin-4-ol